(S)-1-((2-chloro-6-(quinolin-4-yl)pyridin-3-yl)oxy)-2,4-dimethyl-pentan-2-amine ClC1=NC(=CC=C1OC[C@](CC(C)C)(N)C)C1=CC=NC2=CC=CC=C12